COC1=NC=2C(=CC=C(C2N=C1)C(=O)N)N1CCNCC1 2-methoxy-8-(piperazin-1-yl)quinoxaline-5-carboxamide